BrC1=C(C(=O)NNC(=O)N2[C@@H](CCC2)C(=O)NC=2C=NC=CC2)C=CC=C1 (S)-1-(2-(2-bromobenzoyl)hydrazinecarbonyl)-N-(pyridin-3-yl)pyrrolidine-2-carboxamide